FC1(C[C@H](CC1)[C@H](C(=O)NC=1SC(=NN1)SC)C1=CC=C(C=C1)C=1N=NN(N1)C)F (S)-2-((S)-3,3-Difluorocyclopentyl)-2-(4-(2-methyl-2H-tetrazol-5-yl)phenyl)-N-(5-(methylthio)-1,3,4-thiadiazol-2-yl)acetamide